OC(=O)C(F)(F)F.O=C1N(CCC(N1)=O)CC=1C(N(C=CC1)CCN1CCC(CC1)O[C@H]1[C@@H](CN(CC1)C(=O)OC(C)(C)C)F)=O tert-butyl (3R,4R)-4-((1-(2-(3-((2,4-dioxotetrahydropyrimidin-1(2H)-yl)methyl)-2-oxopyridin-1(2H)-yl)ethyl)piperidin-4-yl)oxy)-3-fluoropiperidine-1-carboxylate TFA salt